C1OCC2=C1C=CC(=C2)OC2=CC=C(C=C2)N2C(N[C@@H](C2=O)C)=O (5R)-3-[4-(1,3-dihydro-2-benzofuran-5-yloxy)phenyl]-5-methyl-2,4-imidazolidinedione